sodium bis(4-methyl-6-tert-butylphenyl)-phosphate CC1=CC=C(C(=C1)C(C)(C)C)OP(=O)(OC1=CC=C(C=C1C(C)(C)C)C)[O-].[Na+]